C(#N)C[C@@H](O)C1=C(C=C(C2=C1CCO2)C2=CC=C(C=C2)OC(F)(F)F)CNC(C=C)=O (R)-N-((4-(2-cyano-1-hydroxyethyl)-7-(4-(trifluoromethoxy)phenyl)-2,3-dihydrobenzofuran-5-yl)methyl)acrylamide